ClC=1C=C(C=C(C1)OC)NC(=O)NC1=CC(=NC=C1)Br 1-(3-chloro-5-methoxyphenyl)-3-(2-bromopyridin-4-yl)urea